O[C@]12C[C@H](CC[C@@]2([C@H]2CC[C@@]3([C@H](CC[C@@]3([C@@H]2CC1)O)C=1C=CC(OC1)=O)C)C)NC(=O)NCCN1C[C@H](CC1)O 1-((3S,5S,8R,9S,10R,13R,14S,17R)-5,14-dihydroxy-10,13-dimethyl-17-(2-oxo-2H-pyran-5-yl)hexadecahydro-1H-cyclopenta[a]phenanthren-3-yl)-3-(2-((S)-3-hydroxypyrrolidin-1-yl)ethyl)urea